sec-butylmagnesium chloride lithium chloride [Cl-].[Li+].C(C)(CC)[Mg]Cl